2-[(3-{4-[(4-chloro-2-fluorophenoxy)methyl]pyridin-2-yl}-2,5-dihydro-1H-pyrrol-1-yl)methyl]-1-[(1,3-oxazol-2-yl)methyl]-1H-1,3-benzodiazole-6-carboxylic acid ClC1=CC(=C(OCC2=CC(=NC=C2)C=2CN(CC2)CC2=NC3=C(N2CC=2OC=CN2)C=C(C=C3)C(=O)O)C=C1)F